C1(CC1)N1N=CC(=C1)C(=O)[C@H]1CN(CCO1)C1=NC2=NC(=C(N=C2C(=N1)C1=C(C=C(C=C1)F)F)C)C (1-cyclopropylpyrazol-4-yl)-[(2R)-4-[4-(2,4-difluorophenyl)-6,7-dimethyl-pteridin-2-yl]morpholin-2-yl]methanone